6-bromo-2,3,4,4a,5,9b-hexahydro-1H-pyrido[4,3-b]indole (S)-(+)-mandelate C([C@@H](O)C1=CC=CC=C1)(=O)O.BrC1=CC=CC=2C3C(NC12)CCNC3